N-(7-(dimethoxymethyl)-1,2,3,4-tetrahydro-2,4-methylene-1,8-naphthyridin-4-yl)-N,1-dimethyl-1H-pyrazole-4-carboxamide COC(C1=CC=C2C3(CC(NC2=N1)C3)N(C(=O)C=3C=NN(C3)C)C)OC